C(C(=C)C)(=O)OCCC[Si](OC(C)C)(OC(C)C)OC(C)C 3-(methacryloyloxy)propyl-triisopropoxysilane